Racemic-4-(5-(but-2-ynamido)cyclohex-1-en-1-yl)-3-chloro-5,6-difluoro-2-methyl-1H-indole-7-carboxamide C(C#CC)(=O)N[C@@H]1CCC=C(C1)C1=C2C(=C(NC2=C(C(=C1F)F)C(=O)N)C)Cl |r|